(trifluoromethyl)spiro[cyclopropane-1,3'-indoline]-7'-carboxylic acid FC(F)(F)N1CC2(C3=CC=CC(=C13)C(=O)O)CC2